N-[2-[4-(hydroxymethyl)cyclohexyl]-6-methoxy-3-methyl-benzimidazol-5-yl]-6-(trifluoromethyl)pyridine-2-carboxamide OCC1CCC(CC1)C=1N(C2=C(N1)C=C(C(=C2)NC(=O)C2=NC(=CC=C2)C(F)(F)F)OC)C